(3S)-N-((2R)-1-(((1R)-1-(4-chloro-2-fluorophenyl)ethyl)amino)-1-oxo-2-propanyl)-1-((3-cyano-1-azetidinyl)sulfonyl)-N-methyl-3-piperidinecarboxamide ClC1=CC(=C(C=C1)[C@@H](C)NC([C@@H](C)N(C(=O)[C@@H]1CN(CCC1)S(=O)(=O)N1CC(C1)C#N)C)=O)F